C(C)N1C2=CC=C(C=C2C=2C=CC(=CC12)C1=CC(=CS1)C#CC(=O)NCCOCCNC(C1=CC=CC=C1)=O)CNC N-(2-(2-(3-(5-(9-ethyl-6-((methylamino)methyl)-9H-carbazol-2-yl)thiophen-3-yl)propiolamido)ethoxy)ethyl)benzamide